(R)-N-(5-((6-(3-(3-fluoro-5-((1-methyl-1H-pyrazol-3-yl)oxy)phenyl)isoxazolidin-2-yl)pyrimidin-4-yl)amino)-4-methoxy-2-(4-methylpiperazin-1-yl)phenyl)acrylamide FC=1C=C(C=C(C1)OC1=NN(C=C1)C)[C@@H]1N(OCC1)C1=CC(=NC=N1)NC=1C(=CC(=C(C1)NC(C=C)=O)N1CCN(CC1)C)OC